2-[[2-tert-butoxycarbonyl-4-chloro-5-[3-[methyl-[1-[(3-nitrophenyl)methylsulfonyl]-4-piperidyl]amino]phenyl]-3-thienyl]oxy]acetic acid C(C)(C)(C)OC(=O)C=1SC(=C(C1OCC(=O)O)Cl)C1=CC(=CC=C1)N(C1CCN(CC1)S(=O)(=O)CC1=CC(=CC=C1)[N+](=O)[O-])C